CC1=CC2=C(C=C1C=O)N(C3=NC(=NC(=O)C3=N2)[O-])C[C@@H]([C@@H]([C@@H](COP(=O)([O-])[O-])O)O)O The molecule is an organophosphate oxoanion obtained by deprotonation of the phosphate and 3-imido groups of 8-formyl-8-demethylriboflavin 5'-phosphate. It is the major microspecies at pH 7.3 (according to Marvin v 6.2.0.). It is a conjugate base of an 8-formyl-8-demethylriboflavin 5'-phosphate.